CC=1N=C(C=2N(C1)C=C(N2)N)C 6,8-dimethylimidazo[1,2-a]-pyrazin-2-amine